OC=1CC(N(C(C1C(=O)OCC)=O)C)C Ethyl 4-hydroxy-1,2-dimethyl-6-oxo-2,3-dihydropyridine-5-carboxylate